C(C)(C)(C)OC(NC(N[C@H]1C[C@H](C(CC1)(F)F)C)=S)=O |r| N-{[(1RS,3RS)-4,4-difluoro-3-methylcyclohexyl]thiocarbamoyl}carbamic acid tert-butyl ester